(2,4-dichlorobenzyl)-3-((5-(3-fluorophenyl)pyrimidin-2-yl)amino)benzamide ClC1=C(CC2=C(C(=O)N)C=CC=C2NC2=NC=C(C=N2)C2=CC(=CC=C2)F)C=CC(=C1)Cl